NC1CCC(CC1)OC1=C(C(=CC=C1)OC)C1=CC(=NN1)NC=1N=CC(=NC1)C#N 5-((5-(2-(((1s,4s)-4-aminocyclohexyl)oxy)-6-methoxyphenyl)-1H-pyrazol-3-yl)amino)pyrazine-2-carbonitrile